N1(CCCCCC1)CC(=O)NC1=NOC=C1 2-(azepan-1-yl)-N-(isoxazol-3-yl)acetamide